C(N)(=O)C=1C=C(C(=C(OCCCNC(OC(C)(C)C)=O)C1)Cl)[N+](=O)[O-] tert-butyl N-[3-(5-carbamoyl-2-chloro-3-nitro-phenoxy)propyl]carbamate